2-(3,5-dichlorophenyl)-2-tolylacetonitrile ClC=1C=C(C=C(C1)Cl)C1(C(C=CC=C1)C)CC#N